(4-chloro-2-methylphenyl)boric acid ClC1=CC(=C(C=C1)OB(O)O)C